(S)-3-amino-2-(6-chloro-5-fluoro-4-(2-hydroxypropan-2-yl)pyridin-2-yl)-1,1,1-trifluoropropan-2-ol NC[C@](C(F)(F)F)(O)C1=NC(=C(C(=C1)C(C)(C)O)F)Cl